6-(cis-4-(hydroxymethyl)-2-methylpiperidin-1-yl)pyridazine-3-carboxylic acid tert-butyl ester C(C)(C)(C)OC(=O)C=1N=NC(=CC1)N1[C@H](C[C@H](CC1)CO)C